BrC1=CC=C(C2=CC(=CC=C12)C(NC(C)C)=O)NC(OC(C)(C)C)=O Tert-Butyl (4-bromo-7-(isopropylcarbamoyl)naphthalen-1-yl)carbamate